NC1CCN(CC1)C=1N(C(C(=C(N1)C1=CC(=C(C#N)C=C1)F)C1=CC=C(C=C1)F)=O)C 4-[2-(4-aminopiperidin-1-yl)-5-(4-fluorophenyl)-1-methyl-6-oxopyrimidin-4-yl]-2-fluorobenzonitrile